Methyl 3-chloro-4-((3-((4-cyano-3-fluorophenoxy)methyl)-3-(hydroxymethyl)azetidin-1-yl)sulfonyl)benzoate ClC=1C=C(C(=O)OC)C=CC1S(=O)(=O)N1CC(C1)(CO)COC1=CC(=C(C=C1)C#N)F